COC1=CC=C(CN2CCN(CC2)C(CCC2=C(C=C(C=C2)O)O)=O)C=C1 1-(4-(4-methoxybenzyl)piperazinyl)-3-(2,4-dihydroxyphenyl)-1-propanone